Methyl 2-((3-(N-((4'-(dimethylamino)-[1,1'-biphenyl]-4-yl)methyl)cyclohexanecarboxamido)phenyl)(methyl)amino)acetate CN(C1=CC=C(C=C1)C1=CC=C(C=C1)CN(C(=O)C1CCCCC1)C=1C=C(C=CC1)N(CC(=O)OC)C)C